1-(2-methoxyethyl)pyrrolidin COCCN1CCCC1